N-(2-(benzylamino)pyrimidin-4-yl)-N-(4-fluorophenyl)cyclopropane-1,1-dicarboxamide C(C1=CC=CC=C1)NC1=NC=CC(=N1)N(C(=O)C1(CC1)C(=O)N)C1=CC=C(C=C1)F